methyl 6-fluoro-1-methyl-8-((methylamino)methyl)-4-carbonyl-1,4-dihydroquinoline-2-carboxylate FC=1C=C2C(C=C(N(C2=C(C1)CNC)C)C(=O)OC)=C=O